Dimyristoyl-sn-glycero-3-phosphoethanolamine CCCCCCCCCCCCCC(=O)N(CCOP(=O)(O)OC[C@@H](CO)O)C(=O)CCCCCCCCCCCCC